2,2-dichloro-N-(1,3-dioxolan-2-ylmethyl)-N-(2-propenyl)acetamide sodium 1-amino-4-((4-(2-bromoacrylamido)-2-sulfonatophenyl)amino)-9,10-dioxo-9,10-dihydroanthracene-2-sulfonate NC1=C(C=C(C=2C(C3=CC=CC=C3C(C12)=O)=O)NC1=C(C=C(C=C1)NC(C(=C)Br)=O)S(=O)(=O)[O-])S(=O)(=O)[O-].[Na+].ClC(C(=O)N(CC=C)CC1OCCO1)Cl.[Na+]